C(=O)O.NCC(=O)NCCNC(C1=C(C=C(C=C1)NC=1C=2N(C=CN1)C(=CN2)C2=C(C(=C(C=C2)OCC#N)F)F)CC)=O N-[2-[(2-aminoacetyl)amino]ethyl]-4-[[3-[4-(cyanomethoxy)-2,3-difluorophenyl]imidazo[1,2-a]pyrazin-8-yl]amino]-2-ethylbenzamide formate